N-methylbutanamide hydrochloride Cl.CNC(CCC)=O